(9H-fluoren-9-yl)methyl{(2S)-6-({[(9H-fluoren-9-yl)methoxy]carbonyl}amino)-1-[3-(methylamino)azetidin-1-yl]-1-oxohexan-2-yl}carbamate C1=CC=CC=2C3=CC=CC=C3C(C12)OC(N([C@H](C(=O)N1CC(C1)NC)CCCCNC(=O)OCC1C2=CC=CC=C2C=2C=CC=CC12)C)=O